(R)-2-(2-chlorophenyl)-1,1-bis(4-methoxyphenyl)ethylene glycol ClC1=C(C=CC=C1)[C@H](C(C1=CC=C(C=C1)OC)(C1=CC=C(C=C1)OC)O)O